phenyl (2,6-difluoro-[1,1'-biphenyl]-4-yl)carbamate FC1=C(C(=CC(=C1)NC(OC1=CC=CC=C1)=O)F)C1=CC=CC=C1